C=1(NC=C2CCCCC12)C(=O)N 4,5,6,7-tetrahydro-2H-isoindole-1-carboxamide